N1[C@@H](CCC1)C(=O)N1[C@@H](CCC1)C(=O)N[C@@H]([C@H](O)C)C(=O)N[C@@H](CCC(N)=O)C(=O)N[C@@H](CC1=CC=CC=C1)C(=O)N[C@@H](CS)C(=O)O L-prolyl-L-prolyl-L-threonyl-L-glutaminyl-L-phenylalanyl-L-cysteine